COC(C1=C(C(=CC=C1C=C)[N+](=O)[O-])F)=O 2-Fluoro-3-nitro-6-vinylbenzoic acid methyl ester